C1(CCCCC1)CCN1CCN(CC1)C(=O)C1=CC=C(C=C1)OCC [4-(2-cyclohexylethyl)piperazin-1-yl]-(4-ethoxyphenyl)methanone